2-[6,7-dichloro-3-(1H-pyrazol-4-yl)-1H-indol-2-yl]-1,3,4-oxadiazole ClC1=CC=C2C(=C(NC2=C1Cl)C=1OC=NN1)C=1C=NNC1